C(C)OC(CCCC=O)=O 5-oxopentanoic acid ethyl ester